S=C1C=2N(CCCN1)N=C1C2CN(CC1)C(=O)OC(C)(C)C tert-butyl 11-thioxo-3,4,8,9,10,11-hexahydro-1H-pyrido[4',3':3,4]pyrazolo[1,5-a][1,4]diazepine-2(7H)-carboxylate